CN(C1=CC=C(C=CC(=O)O)C=C1)C p-dimethylaminocinnamic acid